FC(C=1N=CC=2N(C1)C(=CN2)C2=NC=CC(=N2)C=2C=NN(C2)CCO)(F)F 2-(4-(2-(6-(trifluoromethyl)imidazo[1,2-a]pyrazin-3-yl)pyrimidin-4-yl)-1H-pyrazol-1-yl)ethan-1-ol